FC=1C=C(C=C(C1[C@H]1[C@@H](N(CC=2C3=C(C=CC12)N(N=C3)C3OCCCC3)C)CC(C)C)F)NC3CN(C3)CC(CF)F N-(3,5-difluoro-4-((6S,7S)-7-isobutyl-8-methyl-3-(tetrahydro-2H-pyran-2-yl)-6,7,8,9-tetrahydro-3H-pyrazolo[3,4-h]isoquinolin-6-yl)phenyl)-1-(2,3-difluoropropyl)azetidin-3-amine